4-(4-cyano-2-methoxyphenoxy)-N-(3-(methylsulfonyl)phenyl)-6-(trifluoromethyl)pyridazine-3-carboxamide C(#N)C1=CC(=C(OC2=C(N=NC(=C2)C(F)(F)F)C(=O)NC2=CC(=CC=C2)S(=O)(=O)C)C=C1)OC